BrC=1C=C2C(=CC(=NC2=C(C1Cl)Cl)Cl)N1N=CN=C1 6-bromo-2,7,8-trichloro-4-(1H-1,2,4-triazol-1-yl)quinoline